FC1=CC(=C(C=C1)NC(=O)C1=CC(=NC=C1)C(F)(F)F)C(N[C@H](C(C(=O)NC)=O)C[C@H]1C(NCC1)=O)=O N-[4-fluoro-2-[[(1S)-3-(methylamino)-2,3-dioxo-1-[[(3S)-2-oxopyrrolidin-3-yl]methyl]propyl]carbamoyl]phenyl]-2-(trifluoromethyl)pyridine-4-carboxamide